4-(((3-methoxyphenyl)sulfonyl)methyl)aniline COC=1C=C(C=CC1)S(=O)(=O)CC1=CC=C(N)C=C1